(3R,8S*)-N-(2-Bromo-3-fluoropyridin-4-yl)-11,11-difluoro-8-(hydroxymethyl)-3-methyl-3,4,8,9,10,11-hexahydro-1H-pyrido[4',3':3,4]pyrazolo[1,5-a]azepine-2(7H)-carboxamide BrC1=NC=CC(=C1F)NC(=O)N1CC=2C(=NN3C2C(CC[C@@H](C3)CO)(F)F)C[C@H]1C |o1:21|